6-methoxy-N-phenyl-3-Pyridinamine COC1=CC=C(C=N1)NC1=CC=CC=C1